O=C1OC(=CC=C1NC(C1=CC=CC=C1)=O)C(F)(F)F N-[2-oxo-6-(trifluoromethyl)pyran-3-yl]benzamide